7-((5-(methoxycarbonyl)pyrazin-2-yl)amino)-4-azaspiro[2.5]octane-4-carboxylic acid tert-butyl ester C(C)(C)(C)OC(=O)N1C2(CC2)CC(CC1)NC1=NC=C(N=C1)C(=O)OC